4-[[3-(4-methoxy-phenyl)imidazo[1,2-a]pyrazin-8-yl]amino]-2-methyl-N-[2-(2-piperazin-1-ylethoxy)eth-yl]benzamide COC1=CC=C(C=C1)C1=CN=C2N1C=CN=C2NC2=CC(=C(C(=O)NCCOCCN1CCNCC1)C=C2)C